BrC=1C=C2C(=CN(C(C2=CC1)=O)C1CCN(CC1)C(=O)OC(C)(C)C)C tert-butyl 4-(6-bromo-4-methyl-1-oxoisoquinolin-2-yl)piperidine-1-carboxylate